CC1(CN(C2=CC(=CC=C12)N1C(N(C(C1=O)(C)C)CC1=CC(=NC=C1)NC1CCOCC1)=O)S(=O)(=O)C)C 3-(3,3-dimethyl-1-(methylsulfonyl)indolin-6-yl)-5,5-dimethyl-1-((2-((tetrahydro-2H-pyran-4-yl)amino)pyridin-4-yl)methyl)imidazolidine-2,4-dione